5-((1H-pyrazol-1-yl)methyl)-N-((3-chloro-2,6-dimethoxyphenyl)sulfonyl)-6-methoxypicolinamide N1(N=CC=C1)CC=1C=CC(=NC1OC)C(=O)NS(=O)(=O)C1=C(C(=CC=C1OC)Cl)OC